bis(2-phenylindenyl)neodymium C1(=CC=CC=C1)C=1C(C2=CC=CC=C2C1)[Nd]C1C(=CC2=CC=CC=C12)C1=CC=CC=C1